BrC=1C=C2CCC3=C(N=NN3CC3OCCCC3)C2=CC1 7-bromo-3-((tetrahydro-2H-pyran-2-yl)methyl)-4,5-dihydro-3H-naphtho[1,2-d][1,2,3]Triazole